1-(3-bromo-6-fluoropyridin-2-yl)-7-((2-methylallyl)oxy)-3-((2-(trimethylsilyl)ethoxy)methyl)-1,3-dihydro-2H-imidazo[4,5-b]pyridin-2-one BrC=1C(=NC(=CC1)F)N1C(N(C2=NC=CC(=C21)OCC(=C)C)COCC[Si](C)(C)C)=O